ClC=1C=C(C=CC1Cl)C=1C(=NC=C(C(=O)N[C@H]2[C@@H](CCCC2)O)C1)OCC(F)(F)F 5-(3,4-dichlorophenyl)-N-((1R,2R)-2-hydroxy-cyclohexyl)-6-(2,2,2-trifluoro-ethoxy)-nicotinamide